3-(difluoromethoxy)pyrrolidine-1-sulfonamide trifluoroacetate FC(C(=O)O)(F)F.FC(OC1CN(CC1)S(=O)(=O)N)F